(S)-3-hydroxy-N-(1-(3-(3-ethylphenyl)-1,2,4-oxadiazol-3-yl)ethyl)-4-methoxypicolinamide OC=1C(=NC=CC1OC)C(=O)N[C@@H](C)C1(NOC=N1)C1=CC(=CC=C1)CC